3,5-bis(trifluoromethyl)benzenesulfenamide FC(C=1C=C(C=C(C1)C(F)(F)F)SN)(F)F